Tert-butyl (1S,4S)-5-{6-[(2-cyclopropaneamidopyridin-4-yl)amino]-5-nitropyridin-2-yl}-2,5-diazabicyclo[2.2.1]heptane-2-carboxylate C1(CC1)C(=O)NC1=NC=CC(=C1)NC1=C(C=CC(=N1)N1[C@@H]2CN([C@H](C1)C2)C(=O)OC(C)(C)C)[N+](=O)[O-]